3-(4-amino-7-cyclopropyl-2-oxopyrido[2,3-d]pyrimidin-1(2H)-yl)-2-chlorobenzonitrile NC=1C2=C(N(C(N1)=O)C=1C(=C(C#N)C=CC1)Cl)N=C(C=C2)C2CC2